[Si](C)(C)(C(C)(C)C)OCCCN1C(C2=NC(=CC=C2C1=O)Cl)(C)C 6-(3-((tert-butyldimethylsilyl)oxy)propyl)-2-chloro-7,7-dimethyl-6,7-dihydro-5H-pyrrolo[3,4-b]pyridin-5-one